4-(6-chloro-4-(3,3-difluoro-azepan-1-yl)-8-fluoro-2-((tetrahydro-1H-pyrrolizin-7a(5H)-yl)methoxy)quinazolin-7-yl)-7-fluorobenzo-[d]thiazol-2-amine ClC=1C=C2C(=NC(=NC2=C(C1C1=CC=C(C2=C1N=C(S2)N)F)F)OCC21CCCN1CCC2)N2CC(CCCC2)(F)F